NC=1C(=CC=C2C=CN(C12)C)C(=O)OC methyl 7-amino-1-methyl-1H-indole-6-carboxylate